N-(cis-1-(cyclopropylcarbonyl)-2-(((4-(3,5-difluorophenyl)-4-fluorocyclohexyl)oxy)methyl)-piperidin-3-yl)methanesulfonamide C1(CC1)C(=O)N1[C@H]([C@H](CCC1)NS(=O)(=O)C)COC1CCC(CC1)(F)C1=CC(=CC(=C1)F)F